[Zn+2].C(C)C(C(=O)[O-])CCCC.C(C)C(C(=O)[O-])CCCC 2-ethyl-hexanoic acid zinc salt